N1,N3,N5-tris(2-octyldodecyl)cyclohexane-1,3,5-tricarboxamide C(CCCCCCC)C(CNC(=O)C1CC(CC(C1)C(=O)NCC(CCCCCCCCCC)CCCCCCCC)C(=O)NCC(CCCCCCCCCC)CCCCCCCC)CCCCCCCCCC